ICCCNC(OC(C)(C)C)=O tert-butyl (3-iodopropyl)carbamate